FC1=CC=C(C=C1)[C@@H](C)NC=1N=NC(=CN1)C=1C=NC=C(C1)CC(F)(F)F (R)-N-(1-(4-fluorophenyl)ethyl)-6-(5-(2,2,2-trifluoroethyl)pyridin-3-yl)-1,2,4-triazin-3-amine